2,2,2-Trichloroethyl (R)-((2-phenylpropanoyl)oxy)carbamate C1(=CC=CC=C1)[C@H](C(=O)ONC(OCC(Cl)(Cl)Cl)=O)C